C(C)(C)(C)OC(NC=1C=C2CC(CC2=C(C1)F)C=O)=O N-(7-fluoro-2-formyl-indan-5-yl)carbamic acid tert-butyl ester